FC(C1=CC2=C(N=C(N=C2)SC)C(=N1)N1CCCCC1)F 6-(difluoromethyl)-2-(methylthio)-8-(piperidin-1-yl)pyrido[3,4-d]pyrimidine